4-(3-(1-(tert-butoxycarbonyl)propan-2-yl)phenyl)thiophene-2-carboxylic acid C(C)(C)(C)OC(=O)CC(C)C=1C=C(C=CC1)C=1C=C(SC1)C(=O)O